CC=1C(=C(C=2CCOC2C1)O)B1OC(C(O1)(C)C)(C)C 6-methyl-5-(4,4,5,5-tetramethyl-1,3,2-dioxaborolan-2-yl)coumaran-4-ol